4-Ethylpyrrolidine-2-imine C(C)C1CC(NC1)=N